ClC=1C(=CC2=C(C=NS2)C1)O 5-Chlorobenzo[d]isothiazol-6-ol